chloroacetyl-2-carbamoyl-pyrrolidine ClCC(=O)N1C(CCC1)C(N)=O